methyl 6-(3-methoxy-3-methylazetidin-1-yl)-4-methylpicolinate COC1(CN(C1)C1=CC(=CC(=N1)C(=O)OC)C)C